C1(CC1)N1N=C2C(N(C(N([C@H]2C)C2CCN(CC2)C2=C(C=CC=C2F)C(F)F)=O)CC2=C(C=CC=C2)C(F)(F)F)=C1 |o1:10| (S)- or (R)-2-Cyclopropyl-6-[1-(2-difluoromethyl-6-fluoro-phenyl)-piperidin-4-yl]-7-methyl-4-(2-trifluoromethyl-benzyl)-2,4,6,7-tetrahydro-pyrazolo[4,3-d]pyrimidin-5-one